benzyl 4-(((ethyl (methyl) amino) methylene) amino)-2,5-dimethylbenzoate C(C)N(C)C=NC1=CC(=C(C(=O)OCC2=CC=CC=C2)C=C1C)C